tert-Butyl 1-(2-methoxyacetyl)-5-oxopyrrolidine-2-carboxylate COCC(=O)N1C(CCC1=O)C(=O)OC(C)(C)C